C(C=C)(=O)N1CC(CCC1)C1=CN=C(C=2NC=3CCCCC3C21)C(=O)N 4-(1-acryloylpiperidin-3-yl)-6,7,8,9-tetrahydro-5H-pyrido[3,4-b]indole-1-carboxamide